[Br-].C[N+](CCCCCCCCCCCC)(CCCCCCCCCCCC)C dimethyl-Didodecyl-Ammonium Bromide